C(C)C(C(=O)O)(CCCC(=O)O)CC Diethyl-adipic acid